tert-Butyl 4-[3-ethoxy-1-(4-fluorophenyl)-3-oxo-propyl]piperidine-1-carboxylate C(C)OC(CC(C1=CC=C(C=C1)F)C1CCN(CC1)C(=O)OC(C)(C)C)=O